CC1(OC(NC12CC(C2)C(=O)O)=O)C 8,8-dimethyl-6-oxo-7-oxa-5-azaspiro[3.4]octane-2-carboxylic acid